C(C)(C)C1=CC=C(C=N1)C(=O)OC methyl 6-isopropylpyridine-3-carboxylate